cresotic acid zinc [Zn].C1(=C(C(=CC=C1)C)O)C(=O)O